BrC1=CC2=C(N=C(N=C2)NC=2OC=CN2)N2C1=NCC2 N-(6-bromo-8,9-dihydroimidazo[1',2':1,6]pyrido[2,3-d]pyrimidin-2-yl)oxazol-2-amine